FC1=CC(=C(C(=O)N2[C@@H](C=3N(CC2)C(=NC3N3C(CCC3)=O)C3=NC(=NS3)C)C)C=C1)C(F)(F)F (R)-1-(7-(4-fluoro-2-(trifluoromethyl)benzoyl)-8-methyl-3-(3-methyl-1,2,4-thiadiazol-5-yl)-5,6,7,8-tetrahydroimidazo[1,5-a]pyrazin-1-yl)pyrrolidin-2-one